1-(3-(hydroxymethyl)azetidin-1-yl)ethan-1-one OCC1CN(C1)C(C)=O